BrC1=CC(=NC=C1)OCCC(C(C)=O)F 5-((4-bromopyridin-2-yl)oxy)-3-fluoropentan-2-one